C(C)C1(CC(=CC=C1)CC)CCCC[Mg] 1,3-diethylphenylbutylmagnesium